C1(=CC=C(C=C1)S(=O)(=O)N)C1=CC=CC=C1 [1,1'-Biphenyl]-4-sulfonamide